O=C1NC(CCC1N1CC=2C(C1=O)=CSC2CNC(CC2=CC=C(C=C2)F)=O)=O N-((5-(2,6-dioxopiperidin-3-yl)-4-oxo-5,6-dihydro-4H-thieno[3,4-c]pyrrol-1-yl)methyl)-2-(4-fluorophenyl)acetamide